N-cyclopropyl-2-(difluoromethoxy)-4-[7-[(1-formyl-3-piperidyl)methoxy]imidazo[1,2-a]pyridin-3-yl]-6-methoxy-benzamide C1(CC1)NC(C1=C(C=C(C=C1OC)C1=CN=C2N1C=CC(=C2)OCC2CN(CCC2)C=O)OC(F)F)=O